C(CCCCCCC)(=O)OCCC(C)C 3-methylbutyl octanoate